3-(2-azidoethoxy)prop-1-yne N(=[N+]=[N-])CCOCC#C